Di-iso-pentylether C(CC(C)C)OCCC(C)C